(S)-2,5-bis(2-methylbutyloxy)terephthalic acid dihydrazide CC(COC1=C(C(=O)NN)C=C(C(=C1)C(=O)NN)OC[C@H](CC)C)CC